N-{[5-chloro-6-(3-methyl-1,2-benzisoxazol-6-yl)-2-indolyl]methyl}acetamide ClC=1C=C2C=C(NC2=CC1C1=CC2=C(C(=NO2)C)C=C1)CNC(C)=O